FC=1C=NC=C(C1)C(F)(F)F 3-fluoro-5-trifluoromethylpyridin